tert-butyl ((3S)-1-(3-(1-(4-fluorophenyl)piperidine-3-carboxamido)-5-(4-methyl-1H-imidazol-1-yl)benzyl)piperidin-3-yl)carbamate FC1=CC=C(C=C1)N1CC(CCC1)C(=O)NC=1C=C(CN2C[C@H](CCC2)NC(OC(C)(C)C)=O)C=C(C1)N1C=NC(=C1)C